2,3-dimethylcyclopropane-1-carboxamide hydrochloride Cl.CC1C(C1C)C(=O)N